indium(Iii) telluride [In]=[Te].[In]=[Te].[Te]